[3-[4-(4-Fluorophenoxy)phenyl]azetidin-1-yl]-[(3R)-3-(tetrazol-2-yl)pyrrolidin-1-yl]methanone FC1=CC=C(OC2=CC=C(C=C2)C2CN(C2)C(=O)N2C[C@@H](CC2)N2N=CN=N2)C=C1